4-ethoxy-benzaldehyde C(C)OC1=CC=C(C=O)C=C1